FC1=CC=C2C(NC(=NC2=C1)C(C)C)=O 7-fluoro-2-isopropylquinazolin-4(3H)-one